2-((1H-pyrrolo[2,3-b]pyridin-5-yl)oxy)-4-(4-((6-(4-chlorophenyl)spiro[3.5]non-6-en-7-yl)methyl)piperazin-1-yl)benzamide N1C=CC=2C1=NC=C(C2)OC2=C(C(=O)N)C=CC(=C2)N2CCN(CC2)CC2=C(CC1(CCC1)CC2)C2=CC=C(C=C2)Cl